[2-(tert-butyl)-2-oxoethyl]malononitrile C(C)(C)(C)C(CC(C#N)C#N)=O